BrC=1C=C2C(=CN1)NC=C2C(C2=CC=C(C=C2)O)C2=CNC1=CN=C(C=C12)Br 4-(bis(5-bromo-1H-pyrrolo[2,3-c]pyridin-3-yl)methyl)phenol